6-chloro-N-(methyl-d3)-4-((2-cyclopropyl-5-(methylsulfonyl)thieno[2,3-b]pyridin-6-yl)amino)pyridazine-3-carboxamide ClC1=CC(=C(N=N1)C(=O)NC([2H])([2H])[2H])NC1=C(C=C2C(=N1)SC(=C2)C2CC2)S(=O)(=O)C